ClC=1C=C2C(=CC1)NC(C21CCN(CC1)CCOC=1C=C2C=NN(C2=CC1)CCCS(=O)(=O)C)=O 5-chloro-1'-(2-{[1-(3-methanesulfonylpropyl)-1H-indazol-5-yl]oxy}ethyl)-1,2-dihydrospiro[indole-3,4'-piperidin]-2-one